N-[4-amino-1-(2-trimethylsilylethoxymethyl)pyrazolo[4,3-c]pyridin-7-yl]-N'-[(4-fluorophenyl)methyl]-N'-(o-tolylmethyl)oxamide NC1=NC=C(C2=C1C=NN2COCC[Si](C)(C)C)NC(=O)C(=O)N(CC2=C(C=CC=C2)C)CC2=CC=C(C=C2)F